1',2'-dihydrospiro[cyclobutane-1,3'-pyrrolo[3,2-b]pyridine] N1CC2(C3=NC=CC=C31)CCC2